C(C)(C)(C)OC(=O)N1CC(OCC1)CO.OC(CC1C(C2C=CC1C2)CCO)O 2'-hydroxy-5,6-di(2'-hydroxyethyl)bicyclo[2.2.1]hept-2-ene tert-Butyl-2-(hydroxymethyl)morpholine-4-carboxylate